FC=1C=CC2=C(CN(C3=NC4=C(C(NCCO2)=O)C=NN4C=C3)CCC)C1 11-fluoro-14-propyl-6,7,13,14-tetrahydro-1,15-ethenopyrazolo[4,3-f][1,4,8,10]benzoxatriazacyclotridecin-4(5H)-one